2-cyclohexyl-N5-cyclopentyl-3-(3-methyl-1,2,4-oxadiazol-5-yl)pyridine-2,5-diamine C1(CCCCC1)C1(NC=C(C=C1C1=NC(=NO1)C)NC1CCCC1)N